7-((2S,5R)-4-(1-(4-fluoro-2-(3-hydroxyoxetan-3-yl)phenyl)ethyl)-2,5-Dimethylpiperazin-1-yl)-4-methyl-2-(tetrahydro-2H-pyran-2-yl)-2,4-dihydro-5H-pyrazolo[4,3-b]Pyridine FC1=CC(=C(C=C1)C(C)N1C[C@@H](N(C[C@H]1C)C=1C=2C(N(CC1)C)=CN(N2)C2OCCCC2)C)C2(COC2)O